ClC=1C=2N(C=C(C1)C=1C=C3C=CN(C(C3=C(C1)F)=O)C1CCN(C3(CC3)C1)C(=O)OC(C)(C)C)C=C(N2)C tert-butyl 7-(6-{8-chloro-2-methylimidazo[1,2-a]pyridin-6-yl}-8-fluoro-1-oxoisoquinolin-2-yl)-4-azaspiro[2.5]octane-4-carboxylate